(3,5-di-t-butylphenyl)(mesityl)iodotrifluoromethanesulfonic acid C(C)(C)(C)C=1C=C(C=C(C1)C(C)(C)C)I(OS(=O)(=O)C(F)(F)F)C1=C(C=C(C=C1C)C)C